ClC(C1=NC(=NO1)C1=CC=C(CNC=2C(C(C2NC=2C=NN(C2)C)=O)=O)C=C1)(F)F 3-((4-(5-(chlorodifluoromethyl)-1,2,4-oxadiazol-3-yl)benzyl)amino)-4-((1-methyl-1H-pyrazol-4-yl)amino)cyclobut-3-ene-1,2-dione